N-(5-acetyl-1-(phenylsulfonyl)-1H-indol-3-yl)cyclobutanecarboxamide C(C)(=O)C=1C=C2C(=CN(C2=CC1)S(=O)(=O)C1=CC=CC=C1)NC(=O)C1CCC1